2,2-dimethyl-1,2-dihydro-3H-indol-3-one CC1(NC2=CC=CC=C2C1=O)C